4-(2-amino-2-methylpropanoyl)-N-(1-(4-((4-(methylamino)piperidin-1-yl)methyl)phenyl)-2-oxo-1,2-dihydropyrimidin-4-yl)piperazine-1-carboxamide hydrochloride salt Cl.NC(C(=O)N1CCN(CC1)C(=O)NC1=NC(N(C=C1)C1=CC=C(C=C1)CN1CCC(CC1)NC)=O)(C)C